ClC=1C=C2N(C(N1)=O)CC1(COC1)N2 7-Chloro-1H-spiro[imidazo[1,2-c]pyrimidine-2,3'-oxetan]-5(3H)-one